(S)-3-(6-(6-Oxooctahydro-2H-pyrido[1,2-a]pyrazin-2-yl)pyridin-2-yl)imidazo[1,2-a]pyrazine-6-carboxamide O=C1CCC[C@@H]2N1CCN(C2)C2=CC=CC(=N2)C2=CN=C1N2C=C(N=C1)C(=O)N